2-(2-Ethyl-7-isopropyl-4-oxo-pyrazolo[3,4-d]pyridazin-5-yl)-N-(5-fluoropyrimidin-2-yl)acetamide C(C)N1N=C2C(=NN(C(C2=C1)=O)CC(=O)NC1=NC=C(C=N1)F)C(C)C